2-((3,3-dimethylbutyl)amino)-1-(4-(2-(2,6-dimethylpyridin-4-yl)-3-isopropyl-1H-indol-5-yl)piperidin-1-yl)ethan-1-one CC(CCNCC(=O)N1CCC(CC1)C=1C=C2C(=C(NC2=CC1)C1=CC(=NC(=C1)C)C)C(C)C)(C)C